(2S,3S,4R,5S)-4-[[3-(4-fluoro-2-hydroxy-phenyl)-4,5-dimethyl-5-(trifluoromethyl)tetrahydrofuran-2-carbonyl]amino]pyridine-2-carboxamide FC1=CC(=C(C=C1)[C@H]1[C@H](O[C@@]([C@@H]1C)(C(F)(F)F)C)C(=O)NC1=CC(=NC=C1)C(=O)N)O